CC1=C(C2=C(N=CN=C2NC2(CC2)C)O1)C(=O)NCCC1=CC=CC=C1 6-methyl-4-[(1-methylcyclopropyl)amino]-N-(2-phenylethyl)furo[2,3-d]pyrimidine-5-carboxamide